3,6,7-trimethoxyphenanthrene COC=1C=CC=2C=CC3=CC(=C(C=C3C2C1)OC)OC